C(#N)C1=CC2=C(CN(C[C@H]2C2=C(C=CC=C2)C=2C(=NN(C2)CC)C(F)(F)F)C(/C=C/[C@H](C)N(C(OC(C)(C)C)=O)C)=O)S1 tert-Butyl ((S,E)-5-((S)-2-cyano-4-(2-(1-ethyl-3-(trifluoromethyl)-1H-pyrazol-4-yl)phenyl)-4,7-dihydrothieno[2,3-c]pyridin-6(5H)-yl)-5-oxopent-3-en-2-yl)(methyl)carbamate